(4-Chloro-2-(4-(2-((dimethylamino)methyl)-1-methyl-1H-imidazol-5-yl)phenoxy)-6-fluorobenzyl)-L-alanine ClC1=CC(=C(CN[C@@H](C)C(=O)O)C(=C1)F)OC1=CC=C(C=C1)C1=CN=C(N1C)CN(C)C